FC(C1=NN=C(S1)C1=NC=C2N1C=C(C=C2N2CCN(CC2)C(=O)N(C)C)S(NC2(CC2)C)(=O)=O)F 4-(3-(5-(difluoromethyl)-1,3,4-thiadiazol-2-yl)-6-(N-(1-methylcyclopropyl)sulfamoyl)imidazo[1,5-a]pyridin-8-yl)-N,N-dimethyl-piperazine-1-carboxamide